ClC=1C=CC2=C(N=C(O2)C2CC3(CC(C3)NC(=O)C=3OC(=CC3)CS(=O)(=O)CC3CC(C3)(F)F)C2)C1 N-[6-(5-chloro-1,3-benzoxazol-2-yl)spiro[3.3]heptan-2-yl]-5-[(3,3-difluorocyclobutyl)methylsulfonylmethyl]furan-2-carboxamide